ethyl-L-histidine C(C)N[C@@H](CC1=CNC=N1)C(=O)O